BrC=1C=C2C(=NC1)C=C(N2C)C2CCN(CC2)C(=O)OC(C)(C)C tert-butyl 4-(6-bromo-1-methyl-1H-pyrrolo[3,2-b]pyridin-2-yl)piperidine-1-carboxylate